COC1=CC=C(C=N1)CN1C2CN(CC1C2)C2=CC=C(C=N2)B(O)O (6-(6-((6-methoxypyridin-3-yl)methyl)-3,6-diazabicyclo[3.1.1]heptan-3-yl)pyridin-3-yl)boronic acid